tert-Butyl 2-(3-carbamoyl-5-(pyridazin-3-ylamino)-1H-indol-1-yl)acetate C(N)(=O)C1=CN(C2=CC=C(C=C12)NC=1N=NC=CC1)CC(=O)OC(C)(C)C